CC(C(=O)N1C(C(C(CC1)C(F)(F)F)C1=NN(C(=C1C)SCC1=CC=CC=C1)C(=O)C=1N=CSC1)=O)(C)C 4-[({3-[1-(2,2-Dimethylpropanoyl)-2-oxo-4-(trifluoromethyl)piperidin-3-yl]-4-methyl-1-(1,3-thiazol-4-carbonyl)-1H-pyrazol-5-yl}sulfanyl)methyl]benzol